[N+](=O)([O-])C=1C(=C(C(C(=O)[O-])=CC1)O)[N+](=O)[O-] Dinitrosalicylate